C(C)[C@@]1(C(N(C(N1)=O)C=1C=NC(=NC1)OC=1C=C2C(OCC2=CC1)CC)=O)C (5R)-5-ethyl-3-[2-[(3-ethyl-1,3-dihydroisobenzofuran-5-yl)oxy]pyrimidin-5-yl]-5-methyl-imidazolidine-2,4-dione